FC1(C(C1)CN1N=CC(=C1)C1=C(N=C2N(C1=O)C=CC(=C2)OC)C(F)(F)F)F 3-{1-[(2,2-difluorocyclopropyl)methyl]-1H-pyrazol-4-yl}-8-methoxy-2-(trifluoromethyl)-4H-pyrido[1,2-a]pyrimidin-4-one